C(C)(C)(C)OC(=O)N1CCC2(CCC2NC(=O)NC2=NC=C(C(=C2)C2=C3N(N=C2)CC(C3)(C)C)Cl)CC1 (3-(5-chloro-4-(5,5-dimethyl-5,6-dihydro-4H-pyrrolo[1,2-b]pyrazol-3-yl)pyridin-2-yl)ureido)-7-azaspiro[3.5]nonane-7-carboxylic acid tert-butyl ester